N[C@H](C(=O)N1[C@@H]([C@H]2C([C@H]2C1)(C)C)C(=O)N[C@H](C(=O)N)C[C@H]1C(NCCC1)=O)C(C)(C)C (1R,2S,5S)-3-[(2S)-2-amino-3,3-dimethyl-butanoyl]-N-[(1S)-2-amino-2-oxo-1-[[(3S)-2-oxo-3-piperidyl]methyl]ethyl]-6,6-dimethyl-3-azabicyclo[3.1.0]hexane-2-carboxamide